CN1C(=NN=C1)S[C@@H](C)C=1C=C(C=CC1)NC(=O)C=1C=CC=C2C1N=CS2 N-[3-[(1S)-1-[(4-methyl-1,2,4-triazol-3-yl)sulfanyl]ethyl]phenyl]-1,3-benzothiazole-4-carboxamide